1,4-Diazabicyclo[3.3.0]oct-4-en N12CCN=C2CCC1